Formamidin-HCl Cl.C(=N)N